C(C1CO1)NC(C=1C(C(=O)O)=CC=CC1)=O N-(2,3-epoxypropyl)phthalic acid amide